FC(C1=CC=C(C(=N1)CC)S(=O)(=O)Cl)F 6-(Difluoromethyl)-2-ethylpyridine-3-sulfonyl chloride